(2R,4S)-1-(1,3-benzodioxol-4-ylmethyl)-4-fluoro-N-[4-(3-methylimidazol-4-yl)phenyl]pyrrolidine-2-carboxamide O1COC2=C1C=CC=C2CN2[C@H](C[C@@H](C2)F)C(=O)NC2=CC=C(C=C2)C=2N(C=NC2)C